ethyl 2-(3,3-bis(2-cyanophenyl)-1,1,1-trifluoropropan-2-yl)-5-methoxy-1-methyl-6-oxo-1,6-dihydropyrimidine-4-carboxylate C(#N)C1=C(C=CC=C1)C(C(C(F)(F)F)C=1N(C(C(=C(N1)C(=O)OCC)OC)=O)C)C1=C(C=CC=C1)C#N